4-amino-(4b-hydroxy-7-isopropyl-10-oxo-4b,10-dihydro-9bH-indeno[1,2-b]benzofuran-9b-yl)-N2-(2,6-dimethyl-phenyl)oxalamide NC1=CC(=C(C(=C1)C)NC(C(=O)NC12C(OC3=C1C=CC(=C3)C(C)C)(C3=CC=CC=C3C2=O)O)=O)C